phenyldiaminotriazine C1(=CC=CC=C1)C=1C(=NN=NC1N)N